4-(2-hydroxy-5-(methylsulfonyl)phenyl)-6-methyl-1,6-dihydro-7H-pyrrolo[2,3-c]pyridin-7-one OC1=C(C=C(C=C1)S(=O)(=O)C)C=1C2=C(C(N(C1)C)=O)NC=C2